[C@@H]12C3=CC=CC=C3[C@@H](C(C1)C(=O)O)O2 (1S,8R)-11-Oxa-tricyclo[6.2.1.02,7]undeca-2,4,6-triene-9-carboxylic acid